BrC=1C=C2C(=CNC2=CC1)CN 1-(5-bromo-1H-indol-3-yl)-methylamine